SCCC(=O)OCC(COC(CCS)=O)(COCC(CO)(CO)CO)CO dipentaerythritol bis(3-mercaptopropionate)